CC1=NN(C(=C1C=1C=NN2C1C=C(C=C2)C=2SC(=C(N2)OC)C(=O)OCC)C)CC(F)(F)F ethyl 2-[3-[3,5-dimethyl-1-(2,2,2-trifluoroethyl)pyrazol-4-yl]pyrazolo[1,5-a]pyridin-5-yl]-4-methoxy-thiazole-5-carboxylate